tert-Butyl (3R,4R)-4-(4-chloro-2-(2,4-dimethoxybenzyl)-7-fluoro-3-oxo-2,3-dihydro-1H-pyrrolo[3,4-c]pyridin-6-ylamino)tetrahydro-2H-pyran-3-ylcarbamate ClC1=NC(=C(C2=C1C(N(C2)CC2=C(C=C(C=C2)OC)OC)=O)F)N[C@H]2[C@H](COCC2)NC(OC(C)(C)C)=O